OC=1C(=C(C(=CC1)C)C1=NC(=CC2=C1N=CNC2=O)N2C[C@H](CC2)COC)C 8-(3-hydroxy-2,6-dimethylphenyl)-6-((S)-3-(methoxymethyl)pyrrolidin-1-yl)pyrido[3,4-d]pyrimidin-4(3H)-one